1H-1,3-benzimidazol-4-ylmethanol N1C=NC2=C1C=CC=C2CO